DIETHYLENE GLYCOL MONOETHYL ETHER ACRYLATE C(C=C)(=O)OCCOCCOCC